N-[4-(p-toluenesulfonyloxy)phenyl]-N'-[4-(p-methoxybenzenesulfonyloxy)phenyl]urea CC1=CC=C(C=C1)S(=O)(=O)OC1=CC=C(C=C1)NC(=O)NC1=CC=C(C=C1)OS(=O)(=O)C1=CC=C(C=C1)OC